ClC=1C=C(CC[C@]2(CN(CCC2)C2=CC(=C(C(=C2)F)S(=O)(=O)NC2=NC=NC=C2)F)N(C)C)C=CC1 (S)-4-(3-(3-chlorophenethyl)-3-(dimethylamino)piperidin-1-yl)-2,6-difluoro-N-(pyrimidin-4-yl)benzenesulfonamide